C1(CC1)[C@@H](C(F)(F)F)OC1=CC=C(C=N1)C=1N=CC=2N(C1)C(=NN2)C(F)(F)OCC (S)-6-(6-(1-cyclopropyl-2,2,2-trifluoroethoxy)pyridin-3-yl)-3-(ethoxydifluoromethyl)-[1,2,4]triazolo[4,3-a]pyrazine